1-(bicyclo[1.1.1]pentan-1-yl)-N-((R)-1-(2-chloro-3-cyanophenyl)ethyl)-4-(((1R,5S,6s)-3-methyl-3-azabicyclo[3.1.0]hexan-6-yl)amino)-6-oxo-1,6-dihydropyridine-3-carboxamide C12(CC(C1)C2)N2C=C(C(=CC2=O)NC2[C@@H]1CN(C[C@H]21)C)C(=O)N[C@H](C)C2=C(C(=CC=C2)C#N)Cl